CS(=O)(=O)C1=C(C=CC=C1)NC1=CC(=NC=N1)NC1=CC=C(C=N1)C(C)=O 1-(6-((6-((2-(methylsulfonyl)phenyl)amino)pyrimidin-4-yl)amino)pyridin-3-yl)ethanone